6-(5-Chloro-6-methylpyridin-3-yl)-3-cyclopropyl-4-oxo-4,5-dihydropyrazolo[1,5-a]pyrazine-2-carboxylic acid ClC=1C=C(C=NC1C)C=1NC(C=2N(C1)N=C(C2C2CC2)C(=O)O)=O